O=C1NC(CCC1N1C(N(C2=C1C=CC(=C2)CCCCNC(OC(C)(C)C)=O)C)=O)=O tert-butyl {4-[1-(2,6-dioxopiperidin-3-yl)-3-methyl-2-oxo-2,3-dihydro-1H-benzimidazol-5-yl]butyl}carbamate